C1(CC1)OC1=CC(=NC=C1NC)C=O 4-CYCLOPROPOXY-5-(METHYLAMINO)PICOLINALDEHYDE